1,1'-((2-(4-(2-((2-(bis(2-hydroxydodecyl)amino)ethyl)(2-hydroxydodecyl)amino)ethyl)piperazin-1-yl)ethyl)azanediyl)bis(dodecan-2-ol) OC(CN(CCN(CCN1CCN(CC1)CCN(CC(CCCCCCCCCC)O)CC(CCCCCCCCCC)O)CC(CCCCCCCCCC)O)CC(CCCCCCCCCC)O)CCCCCCCCCC